chloro-phenmethyl 4-((N-(3-fluorophenyl)-1,4-oxazepane-4-carboxamido)methyl)benzoate Methyl-4-(((3-fluorophenyl)((4-nitrophenoxy)carbonyl)amino)methyl)benzoate COC(C1=CC=C(C=C1)CN(C(=O)OC1=CC=C(C=C1)[N+](=O)[O-])C1=CC(=CC=C1)F)=O.FC=1C=C(C=CC1)N(C(=O)N1CCOCCC1)CC1=CC=C(C(=O)OC(C2=CC=CC=C2)Cl)C=C1